thiodioctadecyl thiodipropionate S1CCC(=O)OCCCCCCCCCCCCCCCCCCSCCCCCCCCCCCCCCCCCCOC(CC1)=O